ClC=1C(=NC(=NC1)N[C@H]1[C@@H](COCC1)O)C1=CC=C2C(C=C(N(C2=C1)C(C)C)CN1CCOCC1)=O 7-(5-chloro-2-(((3S,4R)-3-hydroxytetrahydro-2H-pyran-4-yl)amino)pyrimidin-4-yl)-1-isopropyl-2-(morpholinomethyl)quinolin-4(1H)-one